N1C=NC(=C1)CN1N=C(C2=C(C=CC=C12)C1=CC(=CC=C1)Cl)N ((1H-imidazol-4-yl)methyl)-4-(3-chlorophenyl)-1H-indazol-3-amine